2-tert-butyl-hydroquinone C(C)(C)(C)C1=C(O)C=CC(=C1)O